N-[2-[4-(hydroxymethyl)cyclohexyl]-6-methoxy-indazol-5-yl]oxazole-2-carboxamide OCC1CCC(CC1)N1N=C2C=C(C(=CC2=C1)NC(=O)C=1OC=CN1)OC